N[C@H]1CN(C[C@H](C1)C)C1=CC=C(C=2N=C(C=NC12)C)C#N 8-((3R,5S)-3-amino-5-methyl-piperidin-1-yl)-3-methyl-quinoxaline-5-carbonitrile